3-(1-menthoxy)propan-1-ol C1(CCC(CC1)C(C)C)(C)OCCCO